CC1(C(N(OC1)CC1=CC=C(C=C1)C1=NOC(=N1)C(F)(F)F)=O)C 4,4-dimethyl-2-({4-[5-(trifluoromethyl)-1,2,4-oxadiazol-3-yl]phenyl}methyl)isoxazolidin-3-one